2-((1-((benzyloxy)methyl)bicyclo[1.1.1]pentan-2-yl)methyl)-4,4,5,5-tetramethyl-1,3,2-dioxaborolane C(C1=CC=CC=C1)OCC12C(C(C1)C2)CB2OC(C(O2)(C)C)(C)C